C(C)(C)(C)OC(=O)N[C@H](C(=O)OC)CCS (S)-methyl 2-((tert-butoxycarbonyl)amino)-4-mercaptobutanoate